C(#N)C(CNC=1C(=CC=C2C=CC(=CC12)C1=CC=C(C(=N1)C(=O)NCCC1CCN(CC1)C)F)OC)=C 6-{8-[(2-cyano-2-methylideneethyl)amino]-7-methoxynaphthalen-2-yl}-3-fluoro-N-[2-(1-methylpiperidin-4-yl)ethyl]pyridine-2-carboxamide